C(C)(C)(C)[S@@](=O)N1[C@@H](CCC1)C1=C(C(=CC=C1)OC([2H])([2H])[2H])C (2S)-1-[(R)-tert-Butylsulfinyl]-2-[2-methyl-3-(trideuteriomethoxy)phenyl]pyrrolidine